4H,5H-thieno[3,2-c]pyridine-7-carbonitrile S1C=CC=2CNC=C(C21)C#N